(1s,2s)-1,2-diphenylethane-1,2-diamine C1(=CC=CC=C1)[C@@H]([C@@H](N)C1=CC=CC=C1)N